4-piperidone ethylene ketal C1COC2(CCNCC2)O1